5-(chloromethyl)-2-{6-cyclopropyl-4-[4-fluoro-2-(4-methyl-1,2,4-triazol-3-yl)phenyl]Pyridin-2-yl}-7-fluoro-1,3-benzoxazole ClCC=1C=C(C2=C(N=C(O2)C2=NC(=CC(=C2)C2=C(C=C(C=C2)F)C2=NN=CN2C)C2CC2)C1)F